(4-(3-hydroxy-1,1-dioxidothietan-3-yl)phenyl)(4-(4-(trifluoromethyl)benzyl)piperidin-1-yl)methanone OC1(CS(C1)(=O)=O)C1=CC=C(C=C1)C(=O)N1CCC(CC1)CC1=CC=C(C=C1)C(F)(F)F